C1=CC=C(C=C1)C(=O)[O-] The molecule is the simplest member of the class of benzoates that is the conjugate base of benzoic acid, comprising a benzoic acid core with a proton missing to give a charge of -1. It has a role as a human xenobiotic metabolite and a plant metabolite. It is a conjugate base of a benzoic acid.